OC(C)(C)C(C)(C)O.B(O)(O)O boric acid compound with pinacol